O.FC(S(=O)(=O)[O-])(F)F.[Hf+4].CC1=CC2=C(C3=CC=CC=C3C(=C2C=C1)OC(CCCCCCC)=O)OC(CCCCCCC)=O.FC(S(=O)(=O)[O-])(F)F.FC(S(=O)(=O)[O-])(F)F.FC(S(=O)(=O)[O-])(F)F 2-methyl-9,10-bis(n-octanoyloxy)anthracene Hafnium(IV) trifluoromethanesulfonate hydrate